8-fluoro-1H-quinoxalin-2-one FC=1C=CC=C2N=CC(NC12)=O